3-(2-carboxy-4-{[methyl(methylidene)oxo-λ6-sulfanyl]carbamoyl}benzamido)-3',4'-difluoro-[1,1'-biphenyl]-4-carboxylic acid C(=O)(O)C1=C(C(=O)NC=2C=C(C=CC2C(=O)O)C2=CC(=C(C=C2)F)F)C=CC(=C1)C(NS(=O)(=C)C)=O